CON(OC)C1=CC=CC=C1 N,N-di-methoxyphenylamine